BrC=1C=C2[C@]3(C(N(C(C2=CC1)=O)CC(=O)OC)=O)[C@H](C3)C methyl 2-((1r,2s)-6'-bromo-2-methyl-1',3'-dioxo-1'H-spiro[cyclopropane-1,4'-isoquinolin]-2'(3'H)-yl)acetate